2-amino-N-(3-(hydroxymethyl)bicyclo[1.1.1]pent-1-yl)-5-(4-((1R,5S)-3-(tetrahydro-2H-pyran-4-yl)-3-azabicyclo[3.1.0]hex-1-yl)phenyl)nicotinamide NC1=C(C(=O)NC23CC(C2)(C3)CO)C=C(C=N1)C1=CC=C(C=C1)[C@@]13CN(C[C@H]3C1)C1CCOCC1